5-methoxy-2-methyl-1-(1-propyl-1H-pyrazol-4-yl)-1H-indole-3-carboxylic acid COC=1C=C2C(=C(N(C2=CC1)C=1C=NN(C1)CCC)C)C(=O)O